2-(Dimethylamino)-N-((8-((4-(trifluoromethyl)phenyl)sulfonamido)quinolin-2-yl)methyl)acetamide CN(CC(=O)NCC1=NC2=C(C=CC=C2C=C1)NS(=O)(=O)C1=CC=C(C=C1)C(F)(F)F)C